tert-butyl 1-carbamoyl-5-chloro-spiro[1H-isobenzofuran-3,4'-piperidine]-1'-carboxylate C(N)(=O)C1OC2(CCN(CC2)C(=O)OC(C)(C)C)C2=CC(=CC=C12)Cl